FC=1C=C(C=CC1)C1=CC=C2CCC(C2=C1)NC(O[C@@H]1CN2CCC1CC2)=O (S)-quinuclidin-3-yl (6-(3-fluorophenyl)-2,3-dihydro-1H-inden-1-yl)carbamate